F[C@H]1C[C@@H](CNC1)NC=1C2=C(N=CN1)C(=CC(=N2)C=2C=NC(=CC2)N2CC(CC2)O)C(=O)N 4-{[(3S,5S)-5-fluoropiperidin-3-yl]amino}-6-[6-(3-hydroxypyrrolidin-1-yl)pyridin-3-yl]pyrido[3,2-d]pyrimidine-8-carboxamide